(1s,4s)-4-((2-amino-4-(3,5-dimethylisoxazol-4-yl)phenyl)amino)-1-methylcyclohexan-1-ol NC1=C(C=CC(=C1)C=1C(=NOC1C)C)NC1CCC(CC1)(O)C